C1(=CC(=CC(=C1)C1=CC=C(C=C1)C1=CC=C(C=C1)C=1C=C(C=C(C(=O)[O-])C1)C(=O)[O-])C1=CC=C(C=C1)C1=CC=C(C=C1)C=1C=C(C=C(C(=O)[O-])C1)C(=O)[O-])C1=CC=C(C=C1)C1=CC=C(C=C1)C=1C=C(C=C(C(=O)[O-])C1)C(=O)[O-] 5,5',5''-(benzene-1,3,5-triyl-tris(biphenyl-4,4'-diyl))triisophthalate